BrC1=C(C=C2C(=NC(=NC2=C1F)Cl)N([C@H]1CN(CC1)C(=O)OC(C)(C)C)C)Cl tert-butyl (R)-3-((7-bromo-2,6-dichloro-8-fluoroquinazolin-4-yl)(methyl)amino)pyrrolidine-1-carboxylate